(1R,3S,5R)-2-(2-(3-acetyl-7-methyl-5-(2-methylpyrazolo[1,5-a]pyrimidin-6-yl)-1H-indol-1-yl)acetyl)-N-(6-bromo-3-chloropyridin-2-yl)-5-methyl-2-azabicyclo[3.1.0]hexane-3-carboxamide C(C)(=O)C1=CN(C2=C(C=C(C=C12)C=1C=NC=2N(C1)N=C(C2)C)C)CC(=O)N2[C@@H]1C[C@@]1(C[C@H]2C(=O)NC2=NC(=CC=C2Cl)Br)C